2-[(4-bromo-1-methyl-pyrazol-3-yl)amino]-N-(2-chloro-6-fluoro-3-hydroxy-phenyl)thiazole-5-carboxamide BrC=1C(=NN(C1)C)NC=1SC(=CN1)C(=O)NC1=C(C(=CC=C1F)O)Cl